3-hydroxybibenzyl OC=1C=C(C=CC1)CCC1=CC=CC=C1